tert-butyl ((5-bromo-2-cyclopropoxyphenyl)(methyl)(oxo)-λ6-sulfaneylidene)carbamate BrC=1C=CC(=C(C1)S(=O)(C)=NC(OC(C)(C)C)=O)OC1CC1